ClC1=C(C=CC(=C1NC=1C(=C2C(N(C=NC2=CC1)C)=O)F)F)NS(=O)(=O)N1C[C@@H](CC1)OC([2H])([2H])[2H] (R)-N-(2-chloro-4-fluoro-3-((5-fluoro-3-methyl-4-oxo-3,4-dihydroquinazolin-6-yl)amino)phenyl)-3-(methoxy-d3)pyrrolidine-1-sulfonamide